1-(1,5-dimethyl-1H-indol-3-yl)ethan-1-one-O-methyloxime CON=C(C)C1=CN(C2=CC=C(C=C12)C)C